cystein N[C@@H](CS)C(=O)O